pentalene-4-carboxylic acid ((S)-1-fluoromethyl-2,2-dimethyl-propyl)-amide FC[C@H](C(C)(C)C)NC(=O)C=1C2=CC=CC2=CC1